3-(7-(4-fluorobenzoyl)-8-methyl-3-(3-methyl-1,2,4-thiadiazol-5-yl)-5,6,7,8-tetrahydroimidazo[1,5-a]pyrazin-1-yl)oxazolidin-4-one FC1=CC=C(C(=O)N2C(C=3N(CC2)C(=NC3N3COCC3=O)C3=NC(=NS3)C)C)C=C1